C(C)C=C(C(=O)O)C.FS(=O)(=O)N perfluoro-sulfonamide ethyl-(methyl)acrylate